2-((2-methyl-6-(trifluoromethyl)-1,4-dihydropyridin-3-yl)sulfonyl)-6-(1-oxaspiro[3.3]heptan-6-yl)-2,6-diazaspiro[3.3]heptane CC=1NC(=CCC1S(=O)(=O)N1CC2(C1)CN(C2)C2CC1(CCO1)C2)C(F)(F)F